FC1=C(C=CC=C1F)[C@@H](C)NC1=C(C(=NC2=CC(=C(N=C12)C=1C=NC(=CC1)P(=O)(C)C)F)C)C N-[(1R)-1-(2,3-difluorophenyl)ethyl]-6-[6-(dimethylphosphoryl)pyridin-3-yl]-7-fluoro-2,3-dimethyl-1,5-naphthyridin-4-amine